OC1=CC=2C3=CC(=C(C=C3C3=CC(=C(C=C3C2C=C1O)O)O)O)O 2,3,6,7,10,11-hexahydroxy-triphenylene